3-(trimethoxysilyl)acrylic propyl ester C(CC)OC(C=C[Si](OC)(OC)OC)=O